COC1=CC(=CC=C1)N=C=O 1-methoxy-3-isocyanato-benzene